FC=1C=C2C(=NC1)CNC2=O 3-fluoro-6,7-dihydro-5H-pyrrolo[3,4-b]pyridin-5-one